NC=1C(=NC=C(C1)C)NC[C@H]1CN(CCO1)C(=O)OC methyl (S)-2-(((3-amino-5-methylpyridin-2-yl)amino)methyl)morpholine-4-carboxylate